ClC=1C=C(C=C2C(=C(C=NC12)C#N)NCC(C)(C)C)N[C@@H](C=1C(=NC(=CC1)F)C)C=1N=NN(C1)CC(F)F (S)-8-chloro-6-(((1-(2,2-difluoroethyl)-1H-1,2,3-triazol-4-yl)(6-fluoro-2-methylpyridin-3-yl)methyl)amino)-4-(neopentylamino)quinoline-3-carbonitrile